5-[7-(2-fluorophenyl)thieno[3,2-c]pyridazin-3-yl]-6-methyl-benzofuran-4-ol FC1=C(C=CC=C1)C1=CSC2=C1N=NC(=C2)C2=C(C=C1C(C=CO1)=C2O)C